4-ethylmethyl-imidazole C(C)C=1N=C(NC1)C